benzimidazole compound with isocyanate [N-]=C=O.N1=CNC2=C1C=CC=C2